1,3-Bis(furfurylamino-methyl)-4,5-dimethoxybenzol C(C1=CC=CO1)NCC1=CC(=C(C(=C1)OC)OC)CNCC1=CC=CO1